4-((4-chlorophenyl)((4-oxochroman-7-yl)oxy)methyl)benzonitrile ClC1=CC=C(C=C1)C(C1=CC=C(C#N)C=C1)OC1=CC=C2C(CCOC2=C1)=O